FC(C=1C(=NC(=NC1)NC=1C(=NN(C1)C1CN(CC1)C)C)NCCCN1CCOCCC1=O)F 4-(3-((5-(difluoromethyl)-2-((3-methyl-1-(1-methylpyrrolidin-3-yl)-1H-pyrazol-4-yl)amino)pyrimidin-4-yl)amino)propyl)-1,4-oxazepan-5-one